5-methyl-8-((3r,4r)-3-methyl-4-(4-(tert-amyl)phenoxy)piperidin-1-yl)-6-oxo-5,6-dihydro-1,5-naphthyridine-2-carbonitrile CN1C=2C=CC(=NC2C(=CC1=O)N1C[C@H]([C@@H](CC1)OC1=CC=C(C=C1)C(C)(C)CC)C)C#N